C12OCC(C1)(C2)C(C(=O)N)C 2-oxabicyclo[2.1.1]hexan-4-ylpropanamide